2-(6-fluoro-2-oxo-1,2-dihydroquinolin-3-yl)acetic acid FC=1C=C2C=C(C(NC2=CC1)=O)CC(=O)O